Cl.Cl.NCC1=CC=C(CN)C=C1 4-aminomethylbenzylamine dihydrochloride